5-(2-(4-(1-(cyclopropylamino)ethyl)phenylamino)-5-methylpyrimidin-4-ylamino)benzo[d]oxazol-2(3H)-one C1(CC1)NC(C)C1=CC=C(C=C1)NC1=NC=C(C(=N1)NC=1C=CC2=C(NC(O2)=O)C1)C